C(C)(C)(C)OC(=O)N(C(OC(C)(C)C)=O)C[C@@H]1C[C@H](C1)N1N=C(C(=C1)NC=1C=NN(C1)C)C1CC1 tert-butyl (tert-butoxycarbonyl)((trans-3-(3-cyclopropyl-4-((1-methyl-1H-pyrazol-4-yl)amino)-1H-pyrazol-1-yl)cyclobutyl)methyl)carbamate